N-[4-(4-amino-5-{4-[(2R)-2-ethynylpyrrolidine-1-carbonyl]cyclohex-1-en-1-yl}-7-methyl-7H-pyrrolo[2,3-d]pyrimidin-6-yl)phenyl]-2-methylprop-2-enamide NC=1C2=C(N=CN1)N(C(=C2C2=CCC(CC2)C(=O)N2[C@H](CCC2)C#C)C2=CC=C(C=C2)NC(C(=C)C)=O)C